ClC1=C(C=CC=C1)N(C(CN(CCC)CC1=NC2=CC(=CC=C2C(N1)=O)F)=O)C N-(2-chlorophenyl)-2-(((7-fluoro-4-oxo-3,4-dihydroquinazolin-2-yl)methyl)(propyl)amino)-N-methylacetamide